Cl.NC(CC(=O)O)CC=1C=C(C=CC1)C1=CC(=C(C=C1)OC1=NC=C(C=C1F)Cl)F 3-amino-4-(4'-((5-chloro-3-fluoropyridin-2-yl)oxy)-3'-fluoro-[1,1'-biphenyl]-3-yl)butanoic acid hydrochloride